C1=CC=C(C(=C1)[C@@H](C(=O)O)N)Cl L-(+)-2-Chlorophenylglycine